N-ethyl-aziridinium C(C)[NH+]1CC1